O([C@H]1[C@@H](O)[C@@H](O)[C@H](O)[C@H](O1)CO)C1=CC=C(C=C1)[N+](=O)[O-] p-nitrophenyl β-mannopyranoside